FC=1C(=CC(=NC1)OC)C1=CC(=NN1)C(=O)N1CCC(CC1)C(=O)NC1COC(OC1)C 1-[5-(5-fluoro-2-methoxypyridin-4-yl)-1H-pyrazole-3-carbonyl]-N-(2-methyl-1,3-dioxane-5-yl)piperidine-4-carboxamide